C1(=CC=CC=C1)C=1N=NNC1 4-phenyl-1,2,3-triazol